(+/-)-6-(2-nitro-2-propyl)-2-cyclohexene-1-one [N+](=O)([O-])C(C)(C)[C@H]1CCC=CC1=O |r|